2-(4-aminopiperidin-1-yl)-N-(2-(4-(dimethylamino)piperidin-1-yl)benzyl)-9-isopropyl-9H-purin-6-amine NC1CCN(CC1)C1=NC(=C2N=CN(C2=N1)C(C)C)NCC1=C(C=CC=C1)N1CCC(CC1)N(C)C